rac-4-(7-acryloyl-4-oxa-7-azaspiro[2.5]octan-5-yl)-6-chloro-N-methyl-[2,4'-bipyridine]-2'-carboxamide C(C=C)(=O)N1C[C@H](OC2(CC2)C1)C1=CC(=NC(=C1)Cl)C1=CC(=NC=C1)C(=O)NC |r|